COC(=O)N[C@H](C(=O)N[C@@H](CC1=CC=C(C=C1)NS(O)(=O)=O)C=1N=C(SC1)C=1SC=CC1)CC1=CC=CC=C1 [4-[(2S)-2-[[(2S)-2-(methoxycarbonylamino)-3-phenylpropanoyl]amino]-2-(2-thiophen-2-yl-1,3-thiazol-4-yl)ethyl]phenyl]sulfamic acid